FC=1C(=C2C(=NC(=NN2C1)NC1CCC2(CC2)CC1)OC)C1=CC=2N(C=C1)N=CC2C(=O)NC 5-(6-fluoro-4-methoxy-2-(spiro[2.5]octan-6-ylamino)pyrrolo[2,1-f][1,2,4]triazin-5-yl)-N-methylpyrazolo[1,5-a]pyridine-3-carboxamide